5,7-dihydroxy-4'-methoxy-isoflavone OC1=C2C(C(=COC2=CC(=C1)O)C1=CC=C(C=C1)OC)=O